C1(=CC=CC=C1)[P+](CCCCS(=O)(=O)[O-])(C1=CC=CC=C1)C1=CC=CC=C1.NC1=NC=CC=2N1C(=CC2C2N(CCC2)CC#CC)C2=CC(=C(C(=O)NC1=NC=CC=C1)C=C2)F 4-(1-amino-5-(1-(but-2-ynyl)pyrrolidin-2-yl)pyrrolo[1,2-c]pyrimidin-7-yl)-2-fluoro-N-(pyridin-2-yl)benzamide 4-(triphenylphosphonio)butane-1-sulfonate